1-(azetidin-1-yl)-2-bromoethane-1-one N1(CCC1)C(CBr)=O